BrCC(=O)N[C@@H](C)C1=C(C=CC=C1F)F (S)-2-bromo-N-(1-(2,6-difluorophenyl)ethyl)acetamide